O=C1NC(CCC1N1C(C2=CC=CC(=C2C1=O)I)=O)=O 2-(2,6-dioxo-piperidin-3-yl)-4-iodo-isoindole-1,3-dione